N-(4-(4-amino-7-methyl-5-(4-((6-methylpyridin-2-yl)oxy)phenyl)-7H-pyrrolo[2,3-d]pyrimidin-6-yl)-3-fluorophenyl)methacryl-amide NC=1C2=C(N=CN1)N(C(=C2C2=CC=C(C=C2)OC2=NC(=CC=C2)C)C2=C(C=C(C=C2)NC(C(=C)C)=O)F)C